CC=1C=C2C(=NC1N1CC=3C=C(C=NC3CC1)C(F)(F)F)CN(C2=O)C 3,6-dimethyl-2-(3-(trifluoromethyl)-7,8-dihydro-1,6-naphthyridin-6(5H)-yl)-6,7-dihydro-5H-pyrrolo[3,4-b]pyridin-5-one